N-((1-benzyl-1H-tetrazol-5-yl)methyl)-N-methylaniline C(C1=CC=CC=C1)N1N=NN=C1CN(C1=CC=CC=C1)C